NC1=C2C(=NC=N1)N(N=C2C2=CC=C(C=C2)OC2=CC=CC=C2)C2CN(C2)C(=O)OC(C)(C)C tert-butyl 3-(4-amino-3-(4-phenoxyphenyl)-1H-pyrazolo[3,4-d]pyrimidin-1-yl)azetidine-1-carboxylate